4-(2,2,3,3,3-pentafluoropropyl)-[1,3]dioxolan-2-one FC(CC1OC(OC1)=O)(C(F)(F)F)F